Ethyl {[1-(2,4-dichlorophenyl)-5-(4-methylphenyl)-1H-pyrazol-3-yl]oxy}acetate ClC1=C(C=CC(=C1)Cl)N1N=C(C=C1C1=CC=C(C=C1)C)OCC(=O)OCC